ClC=1C=C(C=C(C1CC1=CC(=C(C=C1)O)C(C)C)Cl)SCC(=O)NC 2-((3,5-dichloro-4-(4-hydroxy-3-isopropylbenzyl)phenyl)thio)-N-methylacetamide